FC1(C(N(C2=C(N(C1)C(C)C)N=C(N=C2)NC2=C(C=C(C(=O)NN1CCC(CC1)=O)C=C2)OC)C)=O)F 4-((7,7-difluoro-9-isopropyl-5-methyl-6-oxo-6,7,8,9-tetrahydro-5H-pyrimido[4,5-b][1,4]diazepin-2-yl)amino)-3-methoxy-N-(4-oxopiperidin-1-yl)benzamide